CC1=NC(=CC=C1NC(=O)C1C(CCCC1)C(=O)O)C1=C(C(=NO1)C)CNC(=O)O[C@H](C)C1=CC=CC=C1 2-((2-methyl-6-(3-methyl-4-(((((R)-1-phenylethoxy)carbonyl)amino)methyl)isoxazol-5-yl)pyridin-3-yl)carbamoyl)cyclohexane-1-carboxylic acid